[C@H]12OC[C@H](N(C1)C1=CC=3C(=C(N=NC3N[C@H](C)C3=C(C(=CC=C3)C#N)C)N3C[C@@H](CC3)NC(OC(C)(C)C)=O)C=N1)C2 tert-butyl ((R)-1-(7-((1R,4R)-2-oxa-5-azabicyclo[2.2.1]heptan-5-yl)-1-(((R)-1-(3-cyano-2-methylphenyl)ethyl)amino)pyrido[3,4-d]pyridazin-4-yl)pyrrolidin-3-yl)carbamate